4,7-DIMETHOXY-1H-INDOLE-3-CARBALDEHYDE COC1=C2C(=CNC2=C(C=C1)OC)C=O